(Z)-5-(3-((8-oxa-2-azaspiro[4.5]decan-4-ylidene)methyl)-2-fluoro-6-hydroxyphenyl)-1,2,5-thiadiazolidin-3-one 1,1-dioxide C1NC\C(\C12CCOCC2)=C/C=2C(=C(C(=CC2)O)N2CC(NS2(=O)=O)=O)F